2-(2-oxo-1-phenyl-5-pyridin-2-ylpyridin-3-yl)benzonitrile O=C1N(C=C(C=C1C1=C(C#N)C=CC=C1)C1=NC=CC=C1)C1=CC=CC=C1